3,4-dihydro-1,8-Naphthyridine-1(2H)-carboxylate N1(CCCC2=CC=CN=C12)C(=O)[O-]